5-((1-chloroisoquinolin-6-yl)oxy)pentan ClC1=NC=CC2=CC(=CC=C12)OCCCCC